4-(2-bromo-6-nitrophenyl)morpholine BrC1=C(C(=CC=C1)[N+](=O)[O-])N1CCOCC1